CC1=NC(=CC=C1OC[C@@H]1[C@H](CC1)C(=O)OC)C=1N=NN(C1COC(=O)OC1=CC=C(C=C1)[N+](=O)[O-])C |r| (±)-(1S,2S)-Methyl 2-(((2-methyl-6-(1-methyl-5-((((4-nitrophenoxy) carbonyl)oxy)methyl)-1H-1,2,3-triazol-4-yl)pyridin-3-yl)oxy)methyl)cyclobutanecarboxylate